O=C1OC[C@H](N1)CC1=C(C=CC=C1)C1=CC=CC=C1 (R)-(2-oxo-oxazolidine-4-yl)methyl-biphenyl